copper gallium aluminum nitrogen arsenic [As].[N].[Al].[Ga].[Cu]